N-(1-(4-(trifluoromethoxy)phenyl)ethyl)spiro[cyclopropane-1,3'-pyrrolo[3,2-b]pyridine]-1'(2'H)-carboxamide FC(OC1=CC=C(C=C1)C(C)NC(=O)N1CC2(C3=NC=CC=C31)CC2)(F)F